CC1=C(C(=NC=C1)C(=O)OC)C(=O)OC dimethyl 4-methylpyridine-2,3-dicarboxylate